Br[C@H](CO)CCO (S)-2-bromo-1,4-butanediol